5-[(1S,2S)-2-(4,4,5,5-tetramethyl-1,3,2-dioxaborolan-2-yl)cyclopropyl]pyrimidine CC1(OB(OC1(C)C)[C@@H]1[C@H](C1)C=1C=NC=NC1)C